C(C)(C)(C)C1=CC=C(C=C1)CC 1-tert-butyl-4-ethyl-benzene